C(=O)[O-].C(=O)(O)[C@H]1N([C@H](CC1)C1=C(C=CC=C1)Cl)C(=O)C1=NC(=[NH+]C(=C1)OC)OC 4-((2S,5R)-2-carboxy-5-(2-chlorophenyl)pyrrolidine-1-carbonyl)-2,6-dimethoxypyrimidin-1-ium formate